2-Cycloheptyl-Thiophene C1(CCCCCC1)C=1SC=CC1